4-methyl-2-[[1-(2-oxobutanoyl)-4-piperidyl]methyl]-8-(trifluoromethyl)-4,5-dihydrofuro[2,3-g]indazole-7-carboxylic acid CC1C2=CN(N=C2C2=C(C1)OC(=C2C(F)(F)F)C(=O)O)CC2CCN(CC2)C(C(CC)=O)=O